4-Cyclopropyl-6-(2-methoxyethoxypyrimidin-5-yl)-8-(4-(5-methyl-3-(trifluoromethyl)-1H-pyrazol-1-yl)benzyl)pyrido[2,3-d]pyrimidin-7(8H)-one C1(CC1)C=1C2=C(N=CN1)N(C(C(=C2)C=2C=NC(=NC2)OCCOC)=O)CC2=CC=C(C=C2)N2N=C(C=C2C)C(F)(F)F